P(=O)(OC[C@H]1O[C@H](C[C@@H]1O)N1C(N=C(C=C1)N)=O)(OCCCCCC)O ((2R,3S,5R)-5-(4-amino-2-oxopyrimidin-1(2H)-yl)-3-hydroxytetrahydrofuran-2-yl)methyl hexyl hydrogen phosphate